N-(azidoacetyl)-α-neuraminic acid N(=[N+]=[N-])CC(=O)N[C@@H]1[C@H](C[C@@](C(O)=O)(O)O[C@H]1[C@H](O)[C@H](O)CO)O